C(C)(C)(C)C1=CC(=C(C(=C1)C1CCCC1)O)C1CCCC1 4-tert-butyl-2,6-dicyclopentylphenol